C(C1=CC=CC=C1)NC1=C2N=CN(C2=NC(=N1)C1=C(C(=CC=C1)F)F)[C@H]1[C@@H]([C@@H]([C@H](O1)C(=O)NC)O)O (2s,3s,4r,5r)-5-(6-(benzylamino)-2-(2,3-difluorophenyl)-9H-purin-9-yl)-3,4-dihydroxy-N-methyltetrahydrofuran-2-carboxamide